5-Bromo-N1-(4-isopropoxyphenyl)-4-methylbenzene-1,2-diamine BrC1=C(C=C(C(=C1)NC1=CC=C(C=C1)OC(C)C)N)C